C(#N)C=1C=C(C=C2CCN(C12)C(=O)N1C[C@H](N(CC1)C=1C=CC(=NC1C(=O)N[C@@H]1CN(CC1)C)C=1C(=NC=CC1)OCC)CC)F 5-[(2R)-4-(7-cyano-5-fluoro-2,3-dihydro-1H-indole-1-carbonyl)-2-ethylpiperazin-1-yl]-2'-ethoxy-N-[(3S)-1-methylpyrrolidin-3-yl]-[2,3'-bipyridine]-6-carboxamide